1-methyl-5-(trifluoromethyl)-1,3-dihydro-2H-benzo[d]imidazol-2-one CN1C(NC2=C1C=CC(=C2)C(F)(F)F)=O